(6-chloro-4-isopropyl-5-methylquinolin-3-yl)methanol ClC=1C(=C2C(=C(C=NC2=CC1)CO)C(C)C)C